3-Phenyl-5H-imidazo[1,2-c]pyrido[4,3-e][1,3]oxazine C1(=CC=CC=C1)C1=CN=C2N1COC1=C2C=CN=C1